dioxygen hydrogen chloride Cl.[O].[O]